C(C1=CC=CC=C1)O[C@H]1[C@H](O)O[C@@H]([C@H]([C@@H]1OCC1=CC=CC=C1)O)CO 2,3-di-O-benzyl-beta-D-glucopyranose